tin magnesium [Mg].[Sn]